(4-carboxyphenyl)fluorenic acid C(=O)(O)C1=CC=C(C=C1)C1=C(C=2CC3=CC=CC=C3C2C=C1)C(=O)O